(S or R)-tert-butyl 4-(4-(3-chloro-4-(dimethylcarbamoyl)phenoxy)pentyl)piperidine-1-carboxylate ClC=1C=C(O[C@H](CCCC2CCN(CC2)C(=O)OC(C)(C)C)C)C=CC1C(N(C)C)=O |o1:5|